3-{2-[(5-cyclopropyl-1H-1,2,4-triazol-3-yl)amino]-5-(5-methylpyrimidin-4-yl)-1,3-thiazol-4-yl}benzonitrile C1(CC1)C1=NC(=NN1)NC=1SC(=C(N1)C=1C=C(C#N)C=CC1)C1=NC=NC=C1C